C(C)(C)(C)OC(=O)N1CC(CC(C1)=O)=O tert-butyl-3,5-dioxo-piperidine-1-carboxylate